(4R)-6-Chloro-1'-(1-(2-cyclopropyl-1-phenylethyl)-1H-pyrazole-4-carbonyl)-5-fluorospiro[benzo[d][1,3]oxazine-4,3'-piperidin]-2(1H)-one ClC1=C(C2=C(NC(O[C@@]23CN(CCC3)C(=O)C=3C=NN(C3)C(CC3CC3)C3=CC=CC=C3)=O)C=C1)F